1-Decenal C(=CCCCCCCCC)=O